4-chloro-2-(chloromethyl)-6-fluoro-1H-benzo[d]imidazole ClC1=CC(=CC=2NC(=NC21)CCl)F